BrC1=CC=CC=2N1N=C(C2SC(F)F)C#CCNC2=C(C=C(C(=O)NC)C=C2)OC 4-[(3-{7-bromo-3-[(difluoromethyl)sulfanyl]pyrazolo[1,5-a]pyridin-2-yl}prop-2-yn-1-yl)amino]-3-methoxy-N-methylbenzamide